FC(CC(C(=O)[O-])(C(C1=CC=CC=C1)=O)Cl)(F)F 2-trifluoroethyl-2-chloro-3-oxo-3-phenylpropionate